C(C)(C)(C)N1N=C(C=C1NC(OCC1=CC=CC=C1)=O)[C@@H]1C[C@H]([C@@H](C1)OC)O |r| rac-benzyl (1-(tert-butyl)-3-((1R,3R,4R)-3-hydroxy-4-methoxycyclopentyl)-1H-pyrazol-5-yl)carbamate